4,4-diaminostilbene-2,2-disulfonic acid disodium salt [Na+].[Na+].NC1(CC(C(C=C1)C=CC1=CC=CC=C1)(S(=O)(=O)[O-])S(=O)(=O)[O-])N